FC=1C=C(C=NC1)C1=CC(=NC(=C1OC)C)C#N 5-Fluoro-5'-methoxy-6'-methyl-[3,4'-bipyridine]-2'-carbonitrile